C1CCC2=CC(=CC=C12)OC(CCC(C)=O)=O 4-oxopentanoic acid 2,3-dihydro-1H-inden-5-yl ester